N-(2-Amino-4-((4-(trifluoromethyl)benzyl)amino)phenyl)heptanamid NC1=C(C=CC(=C1)NCC1=CC=C(C=C1)C(F)(F)F)NC(CCCCCC)=O